Aluminum-Yttrium-Iron [Fe].[Y].[Al]